3-benzyl-6-bromo-2-cyclohexylquinazolin-4(3H)-one C(C1=CC=CC=C1)N1C(=NC2=CC=C(C=C2C1=O)Br)C1CCCCC1